(methyl-(trifluoromethyl)amino)-1-(2-(3-(trifluoromethoxy)phenethyl)phenoxy)butan-2-ol CN(C(F)(F)F)C(C(CC)O)OC1=C(C=CC=C1)CCC1=CC(=CC=C1)OC(F)(F)F